tert-butyl N-[(3R)-5-[(4-chlorophenyl)methyl]-7-[5-(diethylamino)-1,2,4-triazin-3-yl]-8-fluoro-1,1,4-trioxo-2,3-dihydro-1λ6,5-benzothiazepin-3-yl]carbamate ClC1=CC=C(C=C1)CN1C([C@H](CS(C2=C1C=C(C(=C2)F)C=2N=NC=C(N2)N(CC)CC)(=O)=O)NC(OC(C)(C)C)=O)=O